(Rac)-5-[3,5-difluoro-4-(morpholin-4-yl)phenyl]-6-methyl-3,6-dihydro-2H-1,3,4-oxadiazin-2-one FC=1C=C(C=C(C1N1CCOCC1)F)C1=NNC(O[C@@H]1C)=O |r|